FC1=C(COC=2C=NC(=NC2)C2N(C3=NC(=C(C=C3CC2)CN2C(CN(CC2)C)=O)C=O)C(=O)N)C(=C(C=C1OC)OC)F (5-((2,6-difluoro-3,5-dimethoxybenzyl)oxy)pyrimidin-2-yl)-7-formyl-6-((4-methyl-2-oxopiperazin-1-yl)methyl)-3,4-dihydro-1,8-naphthyridine-1(2H)-carboxamide